C1(CCCCC1)C1=CC=C(C=C1)C=1NC=2N(C(C1)=O)N=C(C2C(=O)N2CC(C2)CF)C2=NC=CC=C2 5-(4-cyclohexylphenyl)-3-[3-(fluoromethyl)azetidine-1-carbonyl]-2-(2-pyridinyl)-4H-pyrazolo[1,5-a]pyrimidin-7-one